nonane-1-sulfonic acid C(CCCCCCCC)S(=O)(=O)O